6-(2-(2-((6-iodohexyl)oxy)ethoxy)ethoxy)-N-(2-(1-methyl-2,6-dioxopiperidin-3-yl)-1,3-dioxoisoindolin-4-yl)hexanamide ICCCCCCOCCOCCOCCCCCC(=O)NC1=C2C(N(C(C2=CC=C1)=O)C1C(N(C(CC1)=O)C)=O)=O